CN1N=NC(=C1C1=C2C(=NC(=C1)N1[C@@H](COCC1)C)C(=NS2)C2=CC(=NN2C2OCCCC2)C)C (3R)-4-(7-(1,4-dimethyl-1H-1,2,3-triazol-5-yl)-3-(3-methyl-1-(tetrahydro-2H-pyran-2-yl)-1H-pyrazol-5-yl)isothiazolo[4,5-b]pyridin-5-yl)-3-methylmorpholine